1-(4-methoxyphenyl)-5-methyl-4-hexen-1-one COC1=CC=C(C=C1)C(CCC=C(C)C)=O